COC1=CC(=NC(=C1)C(=O)NOC)C2=CC=CC=N2 The molecule is a pyridine alkaloid that is 2,2'-bipyridine-6-carboxamide substituted by methoxy groups at position 4 and carbamoyl nitrogen respectively. Isolated from the marine-derived actinomycete Actinoalloteichus cyanogriseus, it exhibits antineoplastic activity. It has a role as an antineoplastic agent, a bacterial metabolite and a marine metabolite. It is an aromatic ether, a pyridinecarboxamide, a member of bipyridines and a pyridine alkaloid. It derives from a hydride of a 2,2'-bipyridine.